O1C=CC=C1.[O] oxygen (furan)